C(=C)C(C(=O)C1=CC=CC=C1)=O vinylphenylethan-1,2-dione